(S)-2-(3-fluoro-2-methoxy-5-(3-methyloxetan-3-yl)phenyl)-2-((R)-3-(methyl(5-(5,6,7,8-tetrahydro-1,8-naphthyridin-2-yl)pentyl)amino)pyrrolidin-1-yl)acetic acid FC=1C(=C(C=C(C1)C1(COC1)C)[C@@H](C(=O)O)N1C[C@@H](CC1)N(CCCCCC1=NC=2NCCCC2C=C1)C)OC